2-(2-(2-((2-(2,6-dioxopiperidine-3-yl)-1-oxoisoindoline-4-yl)thio)ethoxy)ethoxy)acetic acid O=C1NC(CCC1N1C(C2=CC=CC(=C2C1)SCCOCCOCC(=O)O)=O)=O